5,5-dimethyl-1-pyrrolidinium CC1(CCC[NH2+]1)C